ClC=1C(=NC(=NC1)N1CCN(CC1)C1CN(CCC1)C(=O)OC(C)(C)C)N[C@H](C)C1=C(C=C(C=C1)Cl)Cl tert-butyl 3-[4-[5-chloro-4-[[(1R)-1-(2,4-dichlorophenyl)ethyl]amino]pyrimidin-2-yl]piperazin-1-yl]piperidine-1-carboxylate